BrC1=CC(=CC=2C=COC21)COC2=C(C=CC(=C2)NC(=O)OC(C)C)CC(=O)OCC ethyl 2-(2-((7-bromobenzofuran-5-yl)methoxy)-4-((isopropoxycarbonyl)amino)phenyl)acetate